tert-butyl (2S)-4,4-difluoro-2-[(1S)-1-hydroxyethyl]pyrrolidine-1-carboxylate FC1(C[C@H](N(C1)C(=O)OC(C)(C)C)[C@H](C)O)F